CS(=O)(=O)O[C@@H]1C[C@]2(CN(C3=NC=C(C(=C32)Cl)Br)CC3=CC=C(C=C3)OC)CC1 |r| (1RS,3SR)-5'-bromo-4'-chloro-1'-(4-methoxybenzyl)-1',2'-dihydrospiro[cyclopentane-1,3'-pyrrolo[2,3-b]pyridin]-3-yl methanesulfonate